ClC=1C=C(C(=NC1)OC1=CC=C(C=C1)C1=NC=CC=C1)C(=O)N[C@@H](C)C1=CC=C(C(=O)O)C=C1 4-[(1S)-1-({[5-chloro-2-(4-pyridin-2-ylphenoxy)pyridin-3-yl]carbonyl}amino)ethyl]benzoic acid